FC(C=1C(=C(C=CC1)[C@@H](C)NC=1C2=C(N=C(N1)C)N=C(C(=C2)C2CCN(CC2)C(C)C)OCCNC)F)F (R)-N-(1-(3-(difluoromethyl)-2-fluorophenyl)ethyl)-6-(1-isopropylpiperidin-4-yl)-2-methyl-7-(2-(methylamino)ethoxy)pyrido[2,3-d]pyrimidin-4-amine